OC(C1=CN=C(N1)C=1C=C(OC2=C(C=3C=NNC3C=C2)C(=O)O)C=CC1)C1=CC=CC=C1 5-(3-(5-(Hydroxy(phenyl)methyl)-1H-imidazol-2-yl)phenoxy)-1H-indazole-4-carboxylic acid